(7R)-9-methyl-7-[(7-methyl-1H-indazol-5-yl)methyl]-6,13,16,26-tetraoxa-4,9,22,24-tetrazatetracyclo[18.6.2.21,4.023,27]triaconta-20(28),21,23(27)-triene-5,8,25-trione CN1C([C@H](OC(N2CCC3(OC(NC=4N=CC(CCCOCCOCCC1)=CC34)=O)CC2)=O)CC=2C=C3C=NNC3=C(C2)C)=O